BrC(C)C1=CC(=C(C=C1)N1N=C(C=C1C)C(F)(F)F)F 1-(4-(1-bromoethyl)-2-fluorophenyl)-5-methyl-3-(trifluoromethyl)-1H-pyrazole